1-[[2-(4-chlorophenyl)-4,4-dimethylcyclohex-1-enyl]methyl]piperazine hydrochloride Cl.ClC1=CC=C(C=C1)C1=C(CCC(C1)(C)C)CN1CCNCC1